OCCOC=1C=CC=2C3(C4=CC=CC=C4SC2C1OCCO)OCC(CO3)CCC3COC1(C2=CC=CC=C2SC=2C(=C(C=CC12)OCCO)OCCO)OC3 2-[5-[2-[3',4'-bis(2-hydroxyethoxy)spiro[1,3-dioxane-2,9'-thioxanthene]-5-yl]ethyl]-4'-(2-hydroxyethoxy)spiro[1,3-dioxane-2,9'-thioxanthene]-3'-yl]oxyethanol